2-(2-(1H-benzimidazol-2-yl)ethyl)-N4-cyclopropyl-N6-(2-(4-methylpiperazin-1-yl)ethyl)-1,3,5-triazine-2,4,6-triamine N1C(=NC2=C1C=CC=C2)CCC2(NC(=NC(=N2)NC2CC2)NCCN2CCN(CC2)C)N